ClC=1C=C(C=CC1F)NC(=O)C1=C(N=CN1C)C1CC2CC(CC2C1)(C1=CC(=NN1)C(F)(F)F)O N-(3-Chloro-4-fluorophenyl)-4-(5-hydroxy-5-(3-(trifluoromethyl)-1H-pyrazol-5-yl)octahydropentalen-2-yl)-1-methyl-1H-imidazole-5-carboxamide